3-chloro-N-propylpyridinamide ClC=1C(=NC=CC1)C(=O)NCCC